di-n-dodecylphenol dithiophosphate P(=S)(O)(O)OC1=C(C(=CC=C1)CCCCCCCCCCCC)CCCCCCCCCCCC